FC([C@H](CC(F)(F)F)NC(OCC1C2=CC=CC=C2C=2C=CC=CC12)=O)=O 9H-Fluoren-9-ylmethyl [(2S)-1,4,4,4-tetrafluoro-1-oxobutan-2-yl]carbamate